[N+](=O)([O-])[O-].[Na+].NC(CC)C1=NC=CN1C 1-aminopropyl-3-methylimidazole sodium nitrate